CC1(CC(C(O1)C(=O)OCC)=O)C(F)(F)F ethyl 5-methyl-3-oxo-5-(trifluoromethyl)tetrahydrofuran-2-carboxylate